C(CCC)C1(CS(C2=C(N(C1)C1=CC(=C(C=C1)F)F)C=C(C(=C2)O\C=C(\C(=O)OCC)/F)SC)(=O)=O)CCCC ethyl (Z)-3-((3,3-dibutyl-5-(3,4-difluorophenyl)-7-(methylthio)-1,1-dioxido-2,3,4,5-tetrahydro-1,5-benzothiazepin-8-yl)oxy)-2-fluoroacrylate